tert-butyl (3S)-3-{[(1-methyl-4-oxo-1,4-dihydroquinolin-3-yl)methyl][(2-methylpyridin-4-yl)methyl]amino}piperidine-1-carboxylate CN1C=C(C(C2=CC=CC=C12)=O)CN([C@@H]1CN(CCC1)C(=O)OC(C)(C)C)CC1=CC(=NC=C1)C